C(C)[SiH](O[SiH](CC)CC)CC 1,1,3,3-tetraethyldisiloxane